N1C(=CC2=CC=CC=C12)C=1OC(=NN1)SC1=CC=C(C=C1)OC(F)(F)F (1H-indol-2-yl)-5-((4-trifluoromethoxy-phenyl)thio)-1,3,4-oxadiazole